3,7-bis[4-(9H-carbazole-9-yl)phenyl]-2,6-diphenylbenzo[1,2-b:4,5-b']dithiophene C1=CC=CC=2C3=CC=CC=C3N(C12)C1=CC=C(C=C1)C=1C=2C(SC1C1=CC=CC=C1)=CC1=C(SC(=C1C1=CC=C(C=C1)N1C3=CC=CC=C3C=3C=CC=CC13)C1=CC=CC=C1)C2